CC=1CC(=C(C1C)C)C.[Zr+4] zirconium (IV) 2,3,4,5-tetramethylcyclopent-2,4-dien